(1R,5S,6r)-ethyl 3-benzyl-3-azabicyclo[3.1.0]hexane-6-carboxylate C(C1=CC=CC=C1)N1C[C@H]2C([C@H]2C1)C(=O)OCC